3-(aminomethyl)-2,6-difluoroaniline NCC=1C(=C(N)C(=CC1)F)F